C[Si](CCOC(C1=C(C=C(C=C1Cl)Br)Cl)=O)(C)C 2-(Trimethylsilyl)ethyl-4-bromo-2,6-dichlorobenzoate